1-(4-methyl-6-(trifluoromethoxy)indolin-1-yl)ethanone CC1=C2CCN(C2=CC(=C1)OC(F)(F)F)C(C)=O